3-[4-[3-[4-[(3R,5R)-5-[(3-bromo-1-methyl-2-oxo-4-pyridyl)amino]-1-methyl-3-piperidyl]benzoyl]-3,9-diazaspiro[5.5]undecan-9-yl]-2-methyl-phenyl]piperidine-2,6-dione BrC=1C(N(C=CC1N[C@@H]1C[C@@H](CN(C1)C)C1=CC=C(C(=O)N2CCC3(CC2)CCN(CC3)C3=CC(=C(C=C3)C3C(NC(CC3)=O)=O)C)C=C1)C)=O